C(C)(C)(C)OC(=O)N[C@H]1CO[C@H]2[C@@H]1OC[C@@H]2N(C(OCC2C1=CC=CC=C1C=1C=CC=CC21)=O)C (9H-fluoren-9-yl)methyl ((3S,3aR,6S,6aR)-6-((tert-butoxycarbonyl)amino)hexahydrofuro[3,2-b]furan-3-yl)(methyl)carbamate